C(CCCCCCC\C=C/CCCCCCCC)OC(COCCOCCOCCOCCOC(C1=CC=CC=C1)(C1=CC=CC=C1)C1=CC=CC=C1)COCCCCCCCC\C=C/CCCCCCCC [2-[2-[2-[2-[2,3-bis[(Z)-octadec-9-enoxy]propoxy]ethoxy]ethoxy]ethoxy]ethoxy-diphenyl-methyl]benzene